(5aS,6R,11bS)-14-(cyclopropylmethyl)-5a-hydroxy-N-methyl-3-(2-(4-methyl-1H-pyrazol-1-yl)ethyl)-1,2,3,4,5,5a,6,7-octahydro-6,11b-(epiminoethano)naphtho[1,2-d]azepine-10-carboxamide C1(CC1)CN1CC[C@]23CCN(CC[C@]2([C@H]1CC1=CC=C(C=C13)C(=O)NC)O)CCN1N=CC(=C1)C